9-{4-[4-chloro-3-(trifluoromethyl)phenoxy]phenyl}-3,4,6,7,8,9-hexahydropyrido[2,1-c][1,2,4]thiadiazine 2,2-dioxide ClC1=C(C=C(OC2=CC=C(C=C2)C2CCCN3C2=NS(CC3)(=O)=O)C=C1)C(F)(F)F